ClC=1C=2C(N=C3N(C2C=CC1)C1=CC(=CC=C1C3(C)C)C3CCN(CC3)CCCC(=O)N3CCC(CC3)C3=CC=C(C=C3)NC3C(NC(CC3)=O)=O)=O 3-((4-(1-(4-(4-(4-chloro-7,7-dimethyl-5-oxo-5,7-dihydroindolo[1,2-a]quinazolin-10-yl)piperidin-1-yl)butanoyl)piperidin-4-yl)phenyl)amino)piperidine-2,6-dione